COC1=CC=C(C=C1)NC1=CC=CC=C1 (4-methoxyphenyl)aniline